O=C1C2=C(C(O1)CCC(=O)O)C=C1C=CC=CC1=C2 3-(3-Oxo-1,3-dihydronaphtho[2,3-c]furan-1-yl)propanoic acid